(1R,3S,5R)-2-(2-(4-amino-6-(trifluoromethyl)-9H-pyrimido[4,5-b]indol-9-yl)acetyl)-N-(6-chloropyridin-2-yl)-2-azabicyclo[3.1.0]hexane-3-carboxamide NC1=NC=NC=2N(C3=CC=C(C=C3C21)C(F)(F)F)CC(=O)N2[C@@H]1C[C@@H]1C[C@H]2C(=O)NC2=NC(=CC=C2)Cl